((2R,5S)-2-(4-(3,5-difluorophenoxy)phenyl)-3-oxo-1,4-thiazepan-5-yl)methyl methanesulfonate CS(=O)(=O)OC[C@H]1NC([C@H](SCC1)C1=CC=C(C=C1)OC1=CC(=CC(=C1)F)F)=O